C(C)(C)(C)C1=C(N(C2=C(C=C(C=C12)CC(=O)OCC)[N+](=O)[O-])C(=O)O)C1=CC=CC=C1.C(C)OC(CC=1C=C2C=C(N(C2=C(C1)[N+](=O)[O-])C(=O)OC(C)(C)C)C1=CC=CC=C1)=O tert-butyl 5-(2-ethoxy-2-oxoethyl)-7-nitro-2-phenyl-1H-indole-1-carboxylate {tert-butyl 5-(2-ethoxy-2-oxoethyl)-7-nitro-2-phenyl-1H-indole-1-carboxylate}